[Cl-].[Zn+2].C1(=CC=CC=C1)P(CCNC1CCCC=2C=CC(=NC12)C1=CC=CC=C1)C1=CC=CC=C1.[Cl-] N-(2-(diphenylphosphino)ethyl)-2-phenyl-5,6,7,8-tetrahydroquinolin-8-amine zinc chloride